C(=C)O[C@H]1[C@@H](C1)C(=O)O (2R,3R)-3-Vinyloxycyclopropane-2-carboxylic acid